succinimide bromide triphenylphosphonium salt C1(=CC=CC=C1)[PH+](C1=CC=CC=C1)C1=CC=CC=C1.[Br-].C1(CCC(N1)=O)=O